Natrium montanat C(CCCCCCCCCCCCCCCCCCCCCCCCCCC)(=O)[O-].[Na+]